2-{[4-(3-{[4-(difluoromethyl)-2-fluorophenoxy]methyl}phenoxy)piperidin-1-yl]methyl}-1-{[(2S)-oxetan-2-yl]methyl}-1H-1,3-benzodiazole-6-carboxylic acid FC(C1=CC(=C(OCC=2C=C(OC3CCN(CC3)CC3=NC4=C(N3C[C@H]3OCC3)C=C(C=C4)C(=O)O)C=CC2)C=C1)F)F